The molecule is an organophosphate oxoanion arising from deprotonation of the phosphate OH groups of D-allose 6-phosphate; major species at pH 7.3. It is a conjugate base of a D-allose 6-phosphate. C([C@H]([C@H]([C@H]([C@H](C=O)O)O)O)O)OP(=O)([O-])[O-]